S(=O)(=O)(C1=CC=C(C)C=C1)N1N=CC(=C1)S(=O)(=O)C1=CC=C(C)C=C1 1,4-ditosyl-1H-pyrazole